O=C1N(CCC(N1)=O)C=1C=C(C=CC1OC)C(=O)N(C)CCCCCN1CCC(CC1)N1N=C2C=C(C(=CC2=C1)NC(C1=NC(=CC=C1)C(F)(F)F)=O)OC N-(2-(1-(5-(3-(2,4-dioxotetrahydropyrimidin-1(2H)-yl)-4-methoxy-N-methylbenzeneCarboxamido)pentyl)piperidin-4-yl)-6-methoxy-2H-indazol-5-yl)-6-(trifluoromethyl)picolinamide